C(#N)C(C)(C)C1=NC=CC(=C1)B1OC(C)(C)C(C)(C)O1 (2-(2-CYANOPROPAN-2-YL)PYRIDIN-4-YL)BORONIC ACID PINACOL ESTER